C(CO)(=O)OC(C)CC sec-butyl glycolate